3-(4-chloro-1H-indol-6-yl)-1-{[3-chloro-5-(trifluoromethyl)pyridin-2-yl]methyl}urea ClC1=C2C=CNC2=CC(=C1)NC(NCC1=NC=C(C=C1Cl)C(F)(F)F)=O